diiodo-5,6-dihydro-4H-1,3-oxazine IC1N=C(OCC1)I